ClC=1C(=CC(=C(C(=O)NS(=O)(=O)N2C[C@H](CC2)OC2CCN(CC2)C(=O)OCC2=CC=CC=C2)C1)F)OCC1CCCC1 (S)-benzyl 4-((1-(N-(5-chloro-4-(cyclopentylmethoxy)-2-fluorobenzoyl)sulfamoyl)pyrrolidin-3-yl)oxy)piperidine-1-carboxylate